(1H-imidazol-1-yl)-N-((1r,4r)-4-(2-methoxyethoxy)cyclohexyl)isonicotinamide N1(C=NC=C1)C1=C(C(=O)NC2CCC(CC2)OCCOC)C=CN=C1